Methyl-5-(difluoromethyl)-3-hydroxythiophene CC=1SC(=CC1O)C(F)F